3-phenyl-7-(2H-naphtho(1,2-d)-triazol-2-yl)coumarin C1(=CC=CC=C1)C=1C(OC2=CC(=CC=C2C1)N1N=C2C(=N1)C1=CC=CC=C1C=C2)=O